3-(1-oxo-5-(6-((4-phenylpiperidin-1-yl)methyl)imidazo[1,2-a]pyridin-8-yl)isoindolin-2-yl)piperidine-2,6-dione O=C1N(CC2=CC(=CC=C12)C=1C=2N(C=C(C1)CN1CCC(CC1)C1=CC=CC=C1)C=CN2)C2C(NC(CC2)=O)=O